BrC=1C(=C(C=CC1)S(=O)(=O)N(C1C2CC3CC(CC1C3)C2)C)C 3-bromo-N,2-dimethyl-N-(tricyclo[3.3.1.13,7]dec-2-yl)benzenesulfonamide